2-(cyclopropylamino)-5-methylpyrimidin C1(CC1)NC1=NC=C(C=N1)C